ClC=1C(=NC(=CC1N1C[C@@H]2C([C@@H]2C1)CC(=O)OCC)Cl)C(C)(F)F ethyl {(1R,5S,6S)-3-[3,6-dichloro-2-(1,1-difluoroethyl)pyridin-4-yl]-3-azabicyclo[3.1.0]hex-6-yl}acetate